diethyl (4-nitrobenzyl) phosphate P(=O)(OCC)(OCC)OCC1=CC=C(C=C1)[N+](=O)[O-]